FC1=CC2=C(NCCO2)C=C1 7-fluoro-2,3-dihydro-4H-benzo[1,4]oxazine